N-(4-(4-amino-3-(4-((5-chloro-4-methylpyrimidin-2-yl)oxy)-3-fluorophenyl)-7-cyano-1-methyl-1H-pyrrolo[3,2-c]pyridin-2-yl)-3-methylphenyl)-2-fluoroacrylamide NC1=NC=C(C2=C1C(=C(N2C)C2=C(C=C(C=C2)NC(C(=C)F)=O)C)C2=CC(=C(C=C2)OC2=NC=C(C(=N2)C)Cl)F)C#N